Methyl-6,7-dihydro-5H-cyclopenta[b]pyrazin CC1=CN=C2C(=N1)CCC2